N-(4-(1-(4-chloro-2-fluorophenyl)piperidin-4-yl)-1,3-dimethyl-1H-pyrazol-5-yl)acetamide tert-butyl-N-(3-chloropropyl)-N-methyl-carbamate C(C)(C)(C)OC(N(C)CCCCl)=O.ClC1=CC(=C(C=C1)N1CCC(CC1)C=1C(=NN(C1NC(C)=O)C)C)F